N1=C(C=CC=C1)NC(C1=CC=CC=C1)=O N-(2-Pyridinyl)-Benzamide